1-(1-(2-(1H-indol-3-yl)ethyl)-7-ethoxy-6-methoxy-3,4-dihydroisoquinoline-2(1H)-yl)-2-methoxyeth-ane-1-one N1C=C(C2=CC=CC=C12)CCC1N(CCC2=CC(=C(C=C12)OCC)OC)C(COC)=O